The molecule is a bile acid anion resulting from the deprotonation of the carboxy group of alpha-muricholic acid. The major species at pH 7.3. It is a conjugate base of an alpha-muricholic acid. C[C@H](CCC(=O)[O-])[C@H]1CC[C@@H]2[C@@]1(CC[C@H]3[C@H]2[C@@H]([C@H]([C@H]4[C@@]3(CC[C@H](C4)O)C)O)O)C